COC=1C=C(C=CC1OC)C=1NC2=CC=C(C=C2C1CC(F)(F)F)C1CCN(CC1)CC=O 2-(4-(2-(3,4-dimethoxyphenyl)-3-(2,2,2-trifluoroethyl)-1H-indol-5-yl)piperidin-1-yl)ethan-1-one